C(C1=CC=CC=C1)OC=1C=C(C=C(C1)Br)O 3-(benzyloxy)-5-bromophenol